ClC1=C(C=C(C=C1)NC(=O)NC1=CC=C(C=C1)OC1=CC=NC2=CC(=C3C(=C12)OCCO3)OCCCN(C)CCOC)C(F)(F)F 1-(4-chloro-3-(trifluoromethyl)phenyl)-3-(4-((5-(3-((2-methoxyethyl)(methyl)amino)propoxy)-2,3-dihydro-[1,4]dioxino[2,3-f]quinolin-10-yl)oxy)phenyl)urea